BrCC1=CC=C(C=C1)C1C2C=CC(C1)C2 5-(4-(bromomethyl)phenyl)bicyclo[2.2.1]hept-2-ene